CO[Si](CCCCN(C(=S)SSSSC(N(C)CCCC[Si](OC)(OC)OC)=S)C)(OC)OC γ-trimethoxysilylpropyldimethylthiocarbamyl tetrasulfide